N-(5-cyano-6-(2H-1,2,3-triazol-2-yl)pyridin-3-yl)-1-(1-methyl-1H-indazol-4-yl)-5-(trifluoromethyl)-1H-pyrazole-4-carboxamide C(#N)C=1C=C(C=NC1N1N=CC=N1)NC(=O)C=1C=NN(C1C(F)(F)F)C1=C2C=NN(C2=CC=C1)C